1-dodecanoic acid C(CCCCCCCCCCC)(=O)O